COC1=CC=C(C=C1)C(CC(=O)C1=CC=C(C=C1)C(C)(C)C)=O 1-(4-Methoxyphenyl)-3-(4-tert-butylphenyl)-propan-1,3-dion